tert-Butyl 5-(5-bromo-3-(2,5-dimethyl-1H-pyrrol-1-yl)-1H-pyrazol-1-yl)-1H-indazole-1-carboxylate BrC1=CC(=NN1C=1C=C2C=NN(C2=CC1)C(=O)OC(C)(C)C)N1C(=CC=C1C)C